FC=1C=CC2=C(CCO2)C1CNC1=NC=C(C=2C1=CN=NC2)C2=CC(=NN2C)C#N 5-(5-(((5-fluoro-2,3-dihydrobenzofuran-4-yl)methyl)amino)pyrido[3,4-d]pyridazin-8-yl)-1-methyl-1H-pyrazole-3-carbonitrile